3-(5-((tert-butyldimethylsilyl)oxy)-3-methyl-2-oxo-2,3-dihydro-1H-benzo[d]imidazol-1-yl)-1-(4-methoxybenzyl)piperidine-2,6-dione [Si](C)(C)(C(C)(C)C)OC1=CC2=C(N(C(N2C)=O)C2C(N(C(CC2)=O)CC2=CC=C(C=C2)OC)=O)C=C1